CC1=C(OC2=C(C=C(C=C2C1=O)C)[C@@H](C)NC1=C(C(=O)OC)C=CC=C1)C=1C=NC(=CC1)C=1C=NN(C1)C methyl 2-[[(1R)-1-[3,6-dimethyl-2-[6-(1-methylpyrazol-4-yl)-3-pyridyl]-4-oxo-chromen-8-yl]ethyl] amino]benzoate